methyl (2R)-2-(tert-butoxycarbonylamino)-3-iodo-propionate C(C)(C)(C)OC(=O)N[C@H](C(=O)OC)CI